N-(4-((4-cyclohexylphenyl)amino)benzyl)-2,6-dioxopiperidine-4-carboxamide C1(CCCCC1)C1=CC=C(C=C1)NC1=CC=C(CNC(=O)C2CC(NC(C2)=O)=O)C=C1